C1(=CC(=CC=C1)C[C@@H](C(=O)O)N(C)C(=O)OC(C)(C)C)C1=CC=CC=C1 (S)-3-((1,1'-Biphenyl)-3-yl)-2-((tert-butoxycarbonyl)(methyl)amino)propanoic acid